distyrylphenyltriethylene glycol C(=CC1=CC=CC=C1)C(C(C1=CC=CC=C1)(C=CC1=CC=CC=C1)O)OCCOCCO